ClC=1C(=CC(=C(C(=O)NS(=O)(=O)N2C[C@H](CCCC2)NC(OC(C)(C)C)=O)C1)F)OCC1CCCC1 tert-butyl (S)-(1-(N-(5-chloro-4-(cyclopentylmethoxy)-2-fluorobenzoyl)sulfamoyl)azepan-3-yl)carbamate